C(C)O[Si](COCC1OC1)(CC)OCC diethoxy(ethyl){[(oxiran-2-yl)methoxy]methyl}silane